tert-butyl 2-(((1-(3-methoxy-5-nitrophenyl)ethylidene)amino)oxy)-2-methylpropanoate COC=1C=C(C=C(C1)[N+](=O)[O-])C(C)=NOC(C(=O)OC(C)(C)C)(C)C